(S)-2-amino-N-(4-(4-methyl-6-oxo-1,6-dihydropyridin-3-yl)phenyl)-3,3-diphenylpropionamide hydrochloride Cl.N[C@H](C(=O)NC1=CC=C(C=C1)C1=CNC(C=C1C)=O)C(C1=CC=CC=C1)C1=CC=CC=C1